NC1=NC=NN2C1=CC=C2[C@H]2[C@@H]([C@@H]([C@@](O2)(C#N)COP(=O)(OC2=CC=CC=C2)N[C@H](C(=O)OCC(C)(C)C)C)O)O (2S)-neopentyl 2-(((((2R,3S,4R,5S)-5-(4-aminopyrrolo[2,1-f][1,2,4]triazin-7-yl)-2-cyano-3,4-dihydroxytetrahydrofuran-2-yl)methoxy)(phenoxy)phosphoryl)amino)propanoate